((3-fluorobenzyl)imino)(methyl)(4-(5-(trifluoromethyl)-1,2,4-oxadiazol-3-yl)phenyl)-λ6-sulfanone FC=1C=C(CN=S(=O)(C2=CC=C(C=C2)C2=NOC(=N2)C(F)(F)F)C)C=CC1